Ethyl 1-ethyl-5-(2-{[7-(5-methyl-1,2,4-oxadiazol-3-yl)isoquinolin-1-yl]amino}ethyl)-4-oxo-1H,4H,5H,6H,7H-pyrrolo[3,2-c]pyridine-2-carboxylate C(C)N1C(=CC=2C(N(CCC21)CCNC2=NC=CC1=CC=C(C=C21)C2=NOC(=N2)C)=O)C(=O)OCC